CN1N=CC2=NC(=CC=C21)NC=2C=CC=C1CN(C(C21)=O)CC(=O)O [7-[(1-methylpyrazolo[4,3-b]pyridin-5-yl)amino]-1-oxo-isoindolin-2-yl]acetic acid